(2-(bicyclo[1.1.1]pent-1-ylamino)-2-oxoacetyl)-N-(3-cyano-4-fluorophenyl)-1,3-dimethyl-1H-pyrrole-2-carboxamide C12(CC(C1)C2)NC(C(=O)C=2C(=C(N(C2)C)C(=O)NC2=CC(=C(C=C2)F)C#N)C)=O